ClC=1N(C(C2=CC(=CC(=C2C1)C(=C)OCC)C)=O)C 3-chloro-5-(1-ethoxyvinyl)-2,7-dimethylisoquinolin-1(2H)-one